cyclobutyliodomethyl palmitate C(CCCCCCCCCCCCCCC)(=O)OC(I)C1CCC1